N-(quinoxalin-6-yl)pyridinecarboxamide N1=CC=NC2=CC(=CC=C12)NC(=O)C1=NC=CC=C1